C(C)(C)(C)C=1C=C(NN1)NC(=O)NC1=CC=C(C=C1)N1C=NC2=C1C=CC(=C2)OCC2OCCC2 1-(5-tert-butyl-2H-pyrazol-3-yl)-3-{4-[5-(tetrahydrofuran-2-ylmethoxy)-benzimidazol-1-yl]-phenyl}-urea